O1[C@@H]2[C@H](N(CC1)C1=CC=C(N=N1)C1=C(C=C(C=C1C)C)O)CNCC2 2-[6-[(4aR,8aS)-2,3,4a,5,6,7,8,8a-octahydropyrido[4,3-b][1,4]oxazin-4-yl]pyridazin-3-yl]-3,5-dimethyl-phenol